CC(C(C)NCCCCCCCCCCN)CC N-(3-methylpentane-2-yl)decane-1,10-diamine